NC1=NC=C(C2=C1C=NN2)NC(=O)C(=O)N(CC2=C(C=C(C=C2)C)C)CC2=CC=CC=C2 N-(4-amino-1H-pyrazolo[4,3-c]pyridin-7-yl)-N'-benzyl-N'-[(2,4-dimethylphenyl)methyl]oxamide